O=C1CN(CCN1)C1=NC(=NC(=C1)NCC1=CC=C(C=C1)S(=O)(=O)O)NC=1SC(=C(N1)C)C(=O)OCC 2-[[4-[3-Oxo-1-piperazinyl]-6-[[(4-(hydroxysulfonyl)phenyl)methyl]amino]-2-pyrimidinyl]amino]-4-methyl-5-thiazolecarboxylic acid, ethyl ester